C(#CC)C=1C=CC(=NC1)C(=O)O 5-(prop-1-yn-1-yl)pyridinecarboxylic Acid